4-(3-(2-sulfamoylaminoethyl)azetidine-1-yl)quinazoline S(N)(=O)(=O)NCCC1CN(C1)C1=NC=NC2=CC=CC=C12